ClC1=C(C=C(C=N1)CO)OCC1=CC(=CC(=C1)F)F {6-chloro-5-[(3,5-difluorophenyl)methoxy]pyridin-3-yl}methanol